N-methyl-1,2,3,6-tetrahydrobipyridine-6-carboxamide hydrochloride Cl.CNC(=O)C1C=CCC(N1)C1=NC=CC=C1